1-[4-amino-1-(pyridin-3-yl)-1H-pyrazol-5-yl]ethan-1-one hydrochloride Cl.NC=1C=NN(C1C(C)=O)C=1C=NC=CC1